CC1=C([NH3+])C(=CC=C1)C 2,6-dimethylanilinium